2,4-DIAMINOPYRIDIN NC1=NC=CC(=C1)N